OC(C)C=1C=C(C=C2C(N(C(=NC12)OCC(C)C)C)=O)C 8-(1-hydroxyethyl)-3,6-dimethyl-2-(2-methylpropoxy)quinazolin-4-one